C(C)C1=[N+](C2=C(N1C)CCCC2)C 2-ethyl-1,3-dimethyl-4,5,6,7-tetrahydro-1H-benzo[d]imidazol-3-ium